4-(2-chloro-5-methoxy-4-nitrophenyl)piperazine-1-carboxylic acid tert-butyl ester C(C)(C)(C)OC(=O)N1CCN(CC1)C1=C(C=C(C(=C1)OC)[N+](=O)[O-])Cl